C12(CC(C1)C2)N2C(C(=CC1=C2N=C(N=C1)NC=1C=C2CCNCC2=CC1)C#N)=O 8-(bicyclo[1.1.1]pentan-1-yl)-7-oxo-2-((1,2,3,4-tetrahydroisoquinolin-6-yl)amino)-7,8-dihydropyrido[2,3-d]pyrimidine-6-carbonitrile